3-(N-(2-(tetrahydro-2H-pyran-4-carboxamido)benzo[d]thiazol-6-yl)sulfamoyl)propionic acid O1CCC(CC1)C(=O)NC=1SC2=C(N1)C=CC(=C2)NS(=O)(=O)CCC(=O)O